tert-butyl N-tert-butoxycarbonyl-N-[6-[(8-chloro-1,5-dioxo-spiro[2H-imidazo[1,5-a]pyridine-3,1'-cyclohexane]-6-yl)amino]-5-methoxy-pyrimidin-4-yl]carbamate C(C)(C)(C)OC(=O)N(C(OC(C)(C)C)=O)C1=NC=NC(=C1OC)NC1=CC(=C2N(C1=O)C1(CCCCC1)NC2=O)Cl